NC=1C2=C(N=CN1)C(=CC(=N2)C=2C=C(C=CC2)C#C[C@]2(C(N(CC2)C)=O)O)N2CC1(C(C1)(F)F)C2 (R)-3-[2-[3-[4-amino-8-(2,2-difluoro-5-azaspiro[2.3]hexan-5-yl)pyrido[3,2-d]pyrimidin-6-yl]phenyl]ethynyl]-3-hydroxy-1-methyl-pyrrolidin-2-one